1-Methoxycarbonylpiperidine-4-carboxylic acid [3-(1-ethyl-8-oxo-spiro[6,7-dihydro-4H-pyrazolo[3,4-c]azepin-5,4'-tetrahydropyran]-3-yl)-2,2-dimethyl-propyl] ester C(C)N1N=C(C2=C1C(NCC1(CCOCC1)C2)=O)CC(COC(=O)C2CCN(CC2)C(=O)OC)(C)C